3-((6-(5-((((R)-1-(2-chloro-phenyl)ethoxy)carbonyl)-amino)-1-methyl-1H-1,2,3-triazol-4-yl)-2-methylpyridin-3-yl)carbamoyl)-2,2-difluoro-cyclopropane-1-carboxylic acid ClC1=C(C=CC=C1)[C@@H](C)OC(=O)NC1=C(N=NN1C)C1=CC=C(C(=N1)C)NC(=O)C1C(C1C(=O)O)(F)F